5-((2-bromoethoxy)methyl)-7-nitro-2-phenyl-1H-indole BrCCOCC=1C=C2C=C(NC2=C(C1)[N+](=O)[O-])C1=CC=CC=C1